CN(C)[Si](C)(C)C (Dimethylamino)trimethylsilane